N1=C(C=CC=C1)C1=NC=CC=C1.[V] Vanadium bipyridine